NC1=NC=NC2=C(C=C(C=C12)C#N)C#N 4-aminoquinazoline-6,8-dinitrile